FC1=CC=C(C=C1)C=1C(C(=NN(C1C)C)C(=O)NC1=CC=C(C=C1)OC1=CC=NC2=CC(=CN=C12)OC)=O 5-(4-fluorophenyl)-N-[4-[(7-methoxy-1,5-naphthyridin-4-yl)oxy]phenyl]-1,6-dimethyl-4-oxopyridazine-3-carboxamide